N1=CC(=CC2=CC=CC=C12)C1=NC(=NC=C1)N1CCC(CC1)CCN 2-(1-(4-(quinolin-3-yl)pyrimidin-2-yl)piperidin-4-yl)ethylamine